C(C)NC(C)C N-ethyl-propane-2-amine